N1CCC2(CC1)NCC1=CC=CC=C1C2 (3R,3'R)-1,4-dihydro-2H-spiro[isoquinoline-3,4'-piperidine]